ClC=1C=C2C=C(NC2=CC1C=1C=C2N=CC=NC2=CC1)CNC(C)=O N-{[5-chloro-6-(6-quinoxalinyl)-2-indolyl]methyl}acetamide